FC1=C(SC=C1C(F)F)[C@@H](C)NC=1C2=C(N=C(N1)NC)C=NC(=C2)N2CCOCC2 N4-((R)-1-(3-fluoro-4-(difluoromethyl)thiophen-2-yl)ethyl)-N2-methyl-6-morpholinopyrido[3,4-d]pyrimidine-2,4-diamine